ClC=1C=C(C(=NC1)CNC(C)C1CCC(CC1)C1=CC=NC2=CC=C(C=C12)F)[N+](=O)[O-] N-((5-chloro-3-nitropyridin-2-yl)methyl)-1-((1s,4S)-4-(6-fluoroquinolin-4-yl)cyclohexyl)ethan-1-amine